BrC=1C(=C(OC2CCC(CC2)OCCCN2CCN(CC2)C2=CC=C3C(=N2)N(N=C3C3C(NC(CC3)=O)=O)C)C=CC1)C(F)(F)F 3-(6-(4-(3-(((1r,4r)-4-(3-bromo-2-(trifluoromethyl)phenoxy)cyclohexyl)oxy)propyl)piperazin-1-yl)-1-methyl-1H-pyrazolo[3,4-b]pyridin-3-yl)piperidine-2,6-dione